2,2-dimethyl-5-(4-n-octyl)styryl-5-nitro-1,3-dioxane CC1(C(C=CC2OCC(CO2)[N+](=O)[O-])C=C(C=C1)C(CCC)CCCC)C